(R)-6-(5-((1-(dimethylamino)propan-2-yl)oxy)-4-((5-fluoroquinolin-6-yl)amino)quinazolin-7-yl)-1-thia-6-azaspiro[3.3]heptane 1,1-dioxide CN(C[C@@H](C)OC1=C2C(=NC=NC2=CC(=C1)N1CC2(CCS2(=O)=O)C1)NC=1C(=C2C=CC=NC2=CC1)F)C